exo-5-fluoro-N-[(4R)-6-fluoro-3,4-dihydro-1H-2-benzopyran-4-yl]-1a,6b-dihydro-1H-cyclopropa[b][1]benzofuran-1-carboxamide FC=1C=CC2=C(C3C(O2)C3C(=O)N[C@H]3COCC2=C3C=C(C=C2)F)C1